2-((4-amino-3-(3-aminophenyl)-1H-pyrazolo[3,4-d]pyrimidin-1-yl)methyl)-3-phenyl-4H-chromen-4-one NC1=C2C(=NC=N1)N(N=C2C2=CC(=CC=C2)N)CC=2OC1=CC=CC=C1C(C2C2=CC=CC=C2)=O